2-(3-azido-2,2-difluoro-propoxy)-3-chloro-5-[1-methyl-1-[4-[(2-methylsulfanylpyrimidin-4-yl)methoxy]phenyl]ethyl]benzonitrile N(=[N+]=[N-])CC(COC1=C(C#N)C=C(C=C1Cl)C(C)(C1=CC=C(C=C1)OCC1=NC(=NC=C1)SC)C)(F)F